C1N(CC12CCC2)CC2=C1C(=NC(=C2)C=2C=C3CN(C(C3=CC2)=O)C2C(NC(CC2)=O)=O)N(C=C1)C 3-(5-(4-((2-azaspiro[3.3]hept-2-yl)methyl)-1-methyl-1H-pyrrolo[2,3-b]pyridin-6-yl)-1-oxoisoindolin-2-yl)piperidine-2,6-dione